C(#N)C1=CC(=C(COC2=CC=CC(=N2)N2[C@@H]3[C@H](N(CC2)C(=O)OC(C)(C)C)COC3)C=C1)F |r| rac-tert-butyl (4aR,7aS)-4-(6-((4-cyano-2-fluorobenzyl)oxy)pyridin-2-yl)hexahydrofuro[3,4-b]pyrazine-1(2H)-carboxylate